(6-(4-(difluoromethyl)-2-methoxybenzyl)-2-azaspiro[3.3]hept-2-yl)((1s,3s)-3-hydroxy-3-methylcyclobutyl)methanone FC(C1=CC(=C(CC2CC3(CN(C3)C(=O)C3CC(C3)(C)O)C2)C=C1)OC)F